Di(ethyleneoxyhydroxymethyl)ethyleneoxy-butoxy-dimethylsilylisobutylchlorid C(COC(O)CC(C([Si](C)(C)OCCCC)(OCCCl)Cl)(C)C(OCCCl)O)Cl